N1C=C(C=2C=NC=CC21)C=2C=C1C(=NC2)NCC12CC2 5-(1H-Pyrrolo[3,2-c]pyridin-3-yl)spiro[1,2-dihydropyrrolo[2,3-b]pyridine-3,1'-cyclopropane]